2,3-dichlorophenylhydrazine hydrochloride Cl.ClC1=C(C=CC=C1Cl)NN